(1RS)-2-(1,1-dimethylethyl)amino-1-(4-hydroxy-3-hydroxymethylphenyl)ethanol hemisulfate S(=O)(=O)(O)O[C@@H](CNC(C)(C)C)C1=CC(=C(C=C1)O)CO |r|